FC=1C=NC=C(C1)C1=C(C=CC(=C1)[N+](=O)[O-])CCF 3-fluoro-5-(2-(2-fluoroethyl)-5-nitrophenyl)pyridine